BrC=1C=C2C(N(C(=NC2=C(C1)[C@@H](C)N[S@](=O)C(C)(C)C)C1CCOCC1)C1CC1)=O (R)-N-((R)-1-(6-bromo-3-cyclopropyl-4-oxo-2-(tetrahydro-2H-pyran-4-yl)-3,4-dihydroquinazolin-8-yl)ethyl)-2-methylpropane-2-sulfinamide